COC(=O)C1=NC=C(C=C1N(C)CC1=CC=CC=C1)C(F)(F)F 3-(Benzylmethylamino)-5-(trifluoromethyl)pyridine-2-carboxylic acid methyl ester